tert-Butyl (4-(N-(piperidin-4-yl)propionamido)phenyl)carbamate N1CCC(CC1)N(C(CC)=O)C1=CC=C(C=C1)NC(OC(C)(C)C)=O